3'-O-Methylcytidine-5'-Triphosphate P(O)(=O)(OP(=O)(O)OP(=O)(O)O)OC[C@@H]1[C@H]([C@H]([C@@H](O1)N1C(=O)N=C(N)C=C1)O)OC